N,N,N-tributyl-N-octylammonium C(CCC)[N+](CCCCCCCC)(CCCC)CCCC